(S)-N-((R)-1-(3-((difluoromethyl)sulfonyl)-2-methylphenyl)ethyl)-2-Methylpropane-2-sulfinamide FC(S(=O)(=O)C=1C(=C(C=CC1)[C@@H](C)N[S@@](=O)C(C)(C)C)C)F